(4-fluoro-3-{6-oxo-4-[6-(trifluoromethyl)pyridin-3-yl]-1,6-dihydropyrimidin-2-yl}benzyl)-2,2-dimethylpropionamide FC1=C(C=C(CCC(C(=O)N)(C)C)C=C1)C=1NC(C=C(N1)C=1C=NC(=CC1)C(F)(F)F)=O